8-methyl-7-(3-(((tetrahydro-2H-pyran-3-yl)methyl)amino)-7,8-dihydro-1,6-naphthyridin-6(5H)-yl)-4H-pyrimido[1,2-b]pyridazin-4-one CC1=CC=2N(N=C1N1CC=3C=C(C=NC3CC1)NCC1COCCC1)C(C=CN2)=O